(E)-3-(4-Hydroxy-3-nitrophenyl)-1-[4-(trifluoromethoxy)phenyl]prop-2-en-1-one OC1=C(C=C(C=C1)/C=C/C(=O)C1=CC=C(C=C1)OC(F)(F)F)[N+](=O)[O-]